ClC1=NN=C2N1C1=CC=CC=C1C(=N2)N(C)C=2C=C(C=C(C2)F)C2=CC=C(C=C2)C(F)F chloro-N-(4'-(difluoromethyl)-5-fluoro-[1,1'-biphenyl]-3-yl)-N-methyl-[1,2,4]triazolo[4,3-a]quinazolin-5-amine